ClC1=C(NC2=CC=CC=C12)C(=O)N1[C@H]([C@H](CC1)C(=O)NC1=CC(=C(C(=C1)F)F)F)C (2S,3S)-1-(3-chloro-1H-indole-2-carbonyl)-2-methyl-N-(3,4,5-trifluorophenyl)pyrrolidine-3-carboxamide